N1N=CC2=CC(=CC=C12)C[C@H](C(=O)O)NC(=O)N1CCC(CC1)N1C(NC2=CC=CC=C2C1)=O |r| (±)-3-(1H-Indazol-5-yl)-2-{[4-(2-oxo-1,4-dihydro-2H-quinazolin-3-yl)-piperidine-1-carbonyl]-amino}-propionic acid